(S)-4-(2-(2,5-dimethyl-1,2,3,4-tetrahydroisoquinolin-7-yl)-5-tosyl-5H-pyrrolo[2,3-b]pyrazin-7-yl)-N-(2-hydroxypropyl)-N-methylbenzamide CN1CC2=CC(=CC(=C2CC1)C)C=1N=C2C(=NC1)N(C=C2C2=CC=C(C(=O)N(C)C[C@H](C)O)C=C2)S(=O)(=O)C2=CC=C(C)C=C2